N1C=C(C2=CC=CC=C12)C1=C(C(=O)NNC(=O)NC2=CC=C(C=C2)OC)C=CC(=N1)C 1-(2-(1H-indol-3-yl)-6-methylnicotinoyl)-4-p-methoxyphenyl-semicarbazide